NC=1C(C2=CC=C(C=C2C(C1Cl)=O)C)=O 2-amino-3-chloro-6-methyl-1,4-naphthoquinone